[Pd].C(C=C)(=O)OCCCCC[Si](OC)(OC)OC acryloyloxyamyl-trimethoxysilane palladium